methyl-(naphthalen-2-yl)aminomethylthio fluoride CC(SF)NC1=CC2=CC=CC=C2C=C1